The molecule is a 3-oxo-fatty acyl-CoA(4-) obtained by deprotonation of the phosphate and diphosphate OH groups of (13Z)-3-oxoicosenoyl-CoA; major species at pH 7.3. It is a 3-oxo-fatty acyl-CoA(4-) and an 11,12-saturated fatty acyl-CoA(4-). It is a conjugate base of a (13Z)-3-oxoicosenoyl-CoA. CCCCCC/C=C\\CCCCCCCCCC(=O)CC(=O)SCCNC(=O)CCNC(=O)[C@@H](C(C)(C)COP(=O)([O-])OP(=O)([O-])OC[C@@H]1[C@H]([C@H]([C@@H](O1)N2C=NC3=C(N=CN=C32)N)O)OP(=O)([O-])[O-])O